3,3'-diamino-4,4'-azofurazan NC1=NON=C1N=NC=1C(=NON1)N